C(C)(=O)OC[C@H](NC(=O)C=1N=C(SC1)C1=CC=C(C=C1)N)C(=O)N[C@@H](CO[Si](C1=CC=CC=C1)(C1=CC=CC=C1)C(C)(C)C)C(=O)OC Methyl N-(O-acetyl-N-(2-(4-aminophenyl)thiazole-4-carbonyl)-L-seryl)-O-(tert-butyldiphenylsilyl)-L-serinate